FC=1C(=CC(=NC1)NC1=NC=C(C(=O)NOC)C(=C1)NC1=C(C=CC=C1)N(S(=O)(=O)C)C)C 6-((5-fluoro-4-methyl-pyridin-2-yl)amino)-N-methoxy-4-((2-(N-methyl-methanesulfonamido)phenyl)amino)nicotinamide